C(#N)C1=CC=C(C(=O)NC2=C(C=CC=C2)F)C=C1 4-cyano-N-(2-fluorophenyl)benzamide